ClC1=CC(=C(CN2CCC(CC2)C2=CC=C3C(N(NC3=C2)C2C(NC(CC2)=O)=O)=O)C=C1)F 3-(6-(1-(4-chloro-2-fluorobenzyl)piperidin-4-yl)-3-oxo-1,3-dihydro-2H-indazol-2-yl)piperidine-2,6-dione